dichlorobis(triphenylphosphine) palladium(II) C1C=CC(=CC=1)[P](C1C=CC=CC=1)(C1C=CC=CC=1)[Pd]([P](C1C=CC=CC=1)(C1C=CC=CC=1)C1C=CC=CC=1)(Cl)Cl